3-methoxy-4-[2-(4-methylpiperazin-1-yl)ethoxy]Benzaldehyde oxime COC=1C=C(C=NO)C=CC1OCCN1CCN(CC1)C